O[C@@H]1[C@H](CC12CCN(CC2)S(=O)(=O)N)[C@H]2N1C(C3=CC=CC=C23)=CN=C1 (1R,2R)-1-hydroxy-2-[(5R)-5H-imidazo[4,3-a]isoindol-5-yl]-7-azaspiro[3.5]nonane-7-sulfonamide